(3S,6S,9S,12S,15S)-6-(aminomethyl)-9-cyclohexyl-16-(cyclohexylmethyl)-3-((S)-1-hydroxyethyl)-12-isobutyl-13,15-dimethyl-1,4,7,10,13,16-hexaazacyclooctadecane-2,5,8,11,14-pentaone NC[C@H]1C(N[C@H](C(NCCN([C@H](C(N([C@H](C(N[C@H](C(N1)=O)C1CCCCC1)=O)CC(C)C)C)=O)C)CC1CCCCC1)=O)[C@H](C)O)=O